CC1(OCCC(C1)N1N=C2N=CC=NC2=C1)C 2-(2,2-dimethyltetrahydro-2H-pyran-4-yl)-2H-pyrazolo[3,4-b]pyrazin